C(#N)C=1C=C(C=C(C1N[C@H](CCN1CC(C1)F)CCC1=CC=CC=C1)F)S(=O)(=O)NC(=O)C1(CCCCC1)F (S)-N-((3-CYANO-5-FLUORO-4-((1-(3-FLUOROAZETIDIN-1-YL)-5-PHENYLPENTAN-3-YL)AMINO)PHENYL)SULFONYL)-1-FLUOROCYCLOHEXANE-1-CARBOXAMIDE